4-(4-cyclopropyl-1H-imidazol-1-yl)-N-(6-(4-isopropyl-4H-1,2,4-triazol-3-yl)pyridin-2-yl)thiophene-2-carboxamide C1(CC1)C=1N=CN(C1)C=1C=C(SC1)C(=O)NC1=NC(=CC=C1)C1=NN=CN1C(C)C